S(N)(O[C@](CC(=O)N(C)C)(CC(C(CC1CC1)NC(=O)OC(C)(C)C)=O)C(=C(F)F)F)(=O)=O 1,2,2-trifluorovinyl-(S)-(3-((tert-butyloxycarbonyl) amino)-4-cyclopropyl-2-oxobutyl)-(3-dimethylamino-3-oxopropyl) sulfamate